2,2-dimethyl-3,4-dihydro-2H-1-benzopyran-3-yl-3-aminopropanoate CC1(OC2=C(CC1OC(CCN)=O)C=CC=C2)C